imidazolecarboxylic acid amide N1C(=NC=C1)C(=O)N